C(C)(=O)N1\C(\C(C2=CC=CC=C12)=O)=C/C1=NC2=CC=C(C=C2C=C1)C(=O)N1CCS(CC1)(=O)=O (Z)-1-acetyl-2-((6-(1,1-dioxidothiomorpholine-4-carbonyl)quinolin-2-yl)methylene)indolin-3-one